(1R,3s,5S)-3-(4-Methylpiperidin-1-yl)-8-azabicyclo[3.2.1]octane CC1CCN(CC1)C1C[C@H]2CC[C@@H](C1)N2